8-(4-(4-(7-((2-(2,6-dioxopiperidin-3-yl)-1-oxoisoindolin-4-yl)thio)heptyl)piperazin-1-yl)piperidin-1-yl)-9-ethyl-6,6-dimethyl-11-oxo-6,11-dihydro-5H-benzo[b]carbazole-3-carbonitrile O=C1NC(CCC1N1C(C2=CC=CC(=C2C1)SCCCCCCCN1CCN(CC1)C1CCN(CC1)C=1C(=CC2=C(C(C=3NC4=CC(=CC=C4C3C2=O)C#N)(C)C)C1)CC)=O)=O